tert-butyl 4-(5-cyclopropylpyrimidin-2-yl)-3,5-dimethylpiperazine-1-carboxylate C1(CC1)C=1C=NC(=NC1)N1C(CN(CC1C)C(=O)OC(C)(C)C)C